C1(CC1)OC=1C(=CC2=CN(N=C2C1)C1CC(CCC1)(O)C)I 3-(6-Cyclopropoxy-5-iodo-2H-indazol-2-yl)-1-methylcyclohexane-1-ol